Cl.C1(CC1)C1=C(C=NC2=CC=C(N=C12)OC)N 4-cyclopropyl-6-methoxy-1,5-naphthyridin-3-amine hydrochloride